3-[(1R)-1-(5-fluoro-2-iodophenyl)ethoxyl]pyridin-2-amine FC=1C=CC(=C(C1)[C@H](OC=1C(=NC=CC1)N)C)I